NC=1N=C(SC1C(=O)C1=CC(=NO1)C(=O)NC1(CCCC1)C)N(C1=CC=C(C=C1)F)[C@@H](C(=O)N)C |r| rac-5-[4-amino-2-(N-(2-amino-1-methyl-2-oxoethyl)-4-fluoro-anilino)thiazole-5-carbonyl]-N-(1-methylcyclopentyl)isoxazole-3-carboxamide